(3-(hydroxyimino)propyl)(propyl)phosphinic acid ON=CCCP(O)(=O)CCC